Cyclohexanecarboximidamide HCl salt Cl.C1(CCCCC1)C(N)=N